Benzoyloxy-1,3-propanediol C(C1=CC=CC=C1)(=O)OC(CCO)O